FC1=C(C(=CC=C1)C)NC1=CC=C2C(=N1)NN=C2NC(C2=CC=C(C=C2)C2CCN(CC2)C)=O N-(6-((2-Fluoro-6-methylphenyl)amino)-1H-pyrazolo[3,4-b]pyridin-3-yl)-4-(1-methylpiperidin-4-yl)benzamid